4-(Dipentylamino)phenol C(CCCC)N(C1=CC=C(C=C1)O)CCCCC